ClC=1C(=NC(=NC1)NC=1C=C2C(=NNC2=CC1)C1=CC=NC=C1)NC1=C(C=CC=C1)P(C)(C)=O (2-((5-Chloro-2-((3-(pyridin-4-yl)-1H-indazol-5-yl)amino)pyrimidin-4-yl)amino)phenyl)dimethylphosphine oxide